BrC1=C(C=CC=2N=C(NC21)C2=CC=CC=C2)S(=O)(=O)O bromo-2-phenylbenzimidazole-5-sulfonic acid